C(=CCC)N1C=CC2=CC(=CC=C12)F 1-butenyl-5-fluoro-indole